6-((4-phenethyl-4-(pyridin-3-yl)piperidin-1-yl)methyl)-1H-benzo[d][1,3]oxazin-2(4H)-one C(CC1=CC=CC=C1)C1(CCN(CC1)CC1=CC2=C(NC(OC2)=O)C=C1)C=1C=NC=CC1